[Na].C(CCCCCCCCCCC)(=O)OC[C@H](N)C(=O)O O-lauroyl-serine sodium